FC1(CCN(CC1)C1=NC(=CC(=N1)C1=NOC(=N1)C1=C(C=C(C=C1)NS(=O)(=O)CCO)N1CCC2(CC2)CC1)C)F N-(4-(3-(2-(4,4-difluoropiperidin-1-yl)-6-methylpyrimidin-4-yl)-1,2,4-oxadiazole-5-yl)-3-(6-azaspiro[2.5]octan-6-yl)phenyl)-2-hydroxyethanesulfonamide